8-(1-cyano-5,5-difluoro-10,12,12-trimethyltridecan-7-yl)-1,4-dioxaspiro[4.5]dec-7-ene-7-carboxylate C(#N)CCCCC(CC(CCC(CC(C)(C)C)C)C1=C(CC2(OCCO2)CC1)C(=O)[O-])(F)F